(2R,4R)-4-((4-carbamoyl-6-chloro-5-fluoropyridin-2-yl)methyl)-1-(3-chloro-2-fluorobenzyl)-2-methylpiperidine-4-carboxylic acid tert-butyl ester C(C)(C)(C)OC(=O)[C@]1(C[C@H](N(CC1)CC1=C(C(=CC=C1)Cl)F)C)CC1=NC(=C(C(=C1)C(N)=O)F)Cl